(R)-3-(6-bromohexanamido)piperidine-1-carboxylic acid tert-butyl ester C(C)(C)(C)OC(=O)N1C[C@@H](CCC1)NC(CCCCCBr)=O